NC1=NC=CC2=CC=C(C=C12)C=1C=C(C=CC1C)C#C[C@]1(C(N(CC1)CC(F)(F)F)=O)O (R)-3-[2-[3-(1-amino-7-isoquinolyl)-4-methyl-phenyl]ethynyl]-3-hydroxy-1-(2,2,2-trifluoroethyl)pyrrolidin-2-one